triethylene glycol bis[3-(t-butyl-4-hydroxy-5-methylphenyl) propionate] C(C)(C)(C)C1=C(C=C(C(=C1)O)C)CCC(=O)OCCOCCOCCOC(CCC1=C(C=C(C(=C1)C)O)C(C)(C)C)=O